2-(2-isopropylphenyl)-7-(4-(1-methyl-4-(trifluoromethyl)-1H-imidazole-2-yl)benzyl)imidazo[1,5-b]Pyridazine C(C)(C)C1=C(C=CC=C1)C=1C=CC=2N(N1)C(=NC2)CC2=CC=C(C=C2)C=2N(C=C(N2)C(F)(F)F)C